(1R,3S,5S)-tert-Butyl 5-(allyloxymethyl)-3-(6-bromo-3-methylpyridin-2-ylcarbamoyl)-2-azabicyclo[3.1.0]hexane-2-carboxylate C(C=C)OC[C@]12C[C@H](N([C@@H]2C1)C(=O)OC(C)(C)C)C(NC1=NC(=CC=C1C)Br)=O